C(C=C)(=O)N[C@@H]1[C@@H](CCC1)NC(=O)C=1SC=2N=CC=C3N(C(NC1C23)=O)C2=C(C=C(C=C2)OC2=NC=CC=C2)C N-((1R,2S)-2-Acrylamidocyclopentyl)-5-(2-methyl-4-(pyridin-2-yloxy)phenyl)-4-oxo-4,5-dihydro-3H-1-thia-3,5,8-triazaacenaphthylene-2-carboxamide